3-(2-(3-hydroxy-5-((5-hydroxy-1,4,5,6-tetrahydropyrimidin-2-yl)amino)benzoylamino)acetamido)propanoic acid OC=1C=C(C(=O)NCC(=O)NCCC(=O)O)C=C(C1)NC=1NCC(CN1)O